(-)-4-(4-{[2-(Difluoromethyl)-4-(trifluoromethyl)phenoxy]methyl}-3-methoxyphenyl)-2H,4H,5H,6H,7H-pyrazolo[3,4-b]pyridin-6-one FC(C1=C(OCC2=C(C=C(C=C2)C2C=3C(NC(C2)=O)=NNC3)OC)C=CC(=C1)C(F)(F)F)F